N-(1-(3,4-difluorobenzyl)indolin-5-yl)cyclohexanesulfonamide FC=1C=C(CN2CCC3=CC(=CC=C23)NS(=O)(=O)C2CCCCC2)C=CC1F